6-fluoro-5-piperazin-1-yl-3-(2-tetrahydropyran-4-yloxy-3-pyridyl)pyrazolo[1,5-a]pyrimidine FC=1C(=NC=2N(C1)N=CC2C=2C(=NC=CC2)OC2CCOCC2)N2CCNCC2